tert-butyl (R)-6-(allyloxy)-3-oxo-1,4-diazepane-1-carboxylate C(C=C)O[C@@H]1CNC(CN(C1)C(=O)OC(C)(C)C)=O